hydroxyproline dipalmitate C(CCCCCCCCCCCCCCC)(=O)O.C(CCCCCCCCCCCCCCC)(=O)O.N1[C@@H](C[C@@H](O)C1)C(=O)O